C12(CC(C1)C2)N2N=NC(=C2)[C@H](C2=C1C=CC=NC1=C(C=C2)F)NC=2C=C1C(=C(C=NC1=C(C2)Cl)C#N)NCC(C)(C)C (S)-6-(((1-(bicyclo[1.1.1]pentan-1-yl)-1H-1,2,3-triazol-4-yl)(8-fluoroquinolin-5-yl)methyl)amino)-8-chloro-4-(neopentylamino)quinoline-3-carbonitrile